C[Si](OC)(C=C)C Dimethyl-vinyl-methoxysilane